[N+](=O)([O-])C(CO)(CO)C1=CC=CC=C1 2-nitro-2-phenylpropane-1,3-diol